4'-{[1-({[2-fluoro-4-(propan-2-yl)phenyl]methyl}carbamoyl)-D-prolyl]amino}[1,1'-biphenyl]-4-carboxylic acid FC1=C(C=CC(=C1)C(C)C)CNC(=O)N1[C@H](CCC1)C(=O)NC1=CC=C(C=C1)C1=CC=C(C=C1)C(=O)O